7-bromo-2-chloro-N-ethyl-8-fluoro-N-methyl-6-(trifluoromethyl)quinazolin-4-amine BrC1=C(C=C2C(=NC(=NC2=C1F)Cl)N(C)CC)C(F)(F)F